(2R,3R)-3-((3-(4-chlorophenyl)isoxazol-5-yl)-methoxy)-2-(2,4-difluorophenyl)-1-(1H-1,2,4-triazol-1-yl)butan-2-ol ClC1=CC=C(C=C1)C1=NOC(=C1)CO[C@@H]([C@@](CN1N=CN=C1)(O)C1=C(C=C(C=C1)F)F)C